CC=1N=C(SC1C1=CC=C2C(=NNC2=C1)\C=C\C1=NC=CC=C1)NC(CC1CCN(CC1)C)=O (E)-N-(4-methyl-5-(3-(2-(pyridin-2-yl)vinyl)-1H-indazol-6-yl)thiazol-2-yl)-2-(1-methylpiperidin-4-yl)acetamide